3-(2,3,6-trifluorophenyl)-5-methyl-pyrazol-4-ol FC1=C(C(=CC=C1F)F)C1=NNC(=C1O)C